NCC=1C=C(C=CC1)C1CCN(CC1)C(=O)C1=CC=C2C=CN(C2=C1)CC(C(=O)O)(C1=CC=CC=C1)O 3-(6-(4-(3-(aminomethyl)phenyl)piperidine-1-carbonyl)-1H-indol-1-yl)-2-hydroxy-2-phenylpropanoic acid